C(C1=CC=CC=C1)N1N=C(N=C1)C(=O)NC1C(N(C=2N(CC1)N=C(C2)C2=CC=CC=C2)C)=O 1-benzyl-N-(4-methyl-5-oxo-2-phenyl-5,6,7,8-tetrahydro-4H-pyrazolo[1,5-a][1,3]diazepin-6-yl)-1H-1,2,4-triazole-3-carboxamide